[111Cd] The molecule is the stable isotope of cadmium with relative atomic mass 110.904182, 12.8 atom percent natural abundance and nuclear spin 1/2.